Oxypropyltrimethoxysilane CCC(O)[Si](OC)(OC)OC